2-(2-((6-(1-aminoisoquinolin-7-yl)-4-methyl-2,3-dihydro-1H-inden-1-yl)oxy)phenyl)acetic acid NC1=NC=CC2=CC=C(C=C12)C1=CC(=C2CCC(C2=C1)OC1=C(C=CC=C1)CC(=O)O)C